BrC1=CC=C(C=C1)S(=O)(=O)N1C=C(C=C1C1=CC=C(C=C1)F)C=O 1-((4-bromophenyl)sulfonyl)-5-(4-fluorophenyl)-1H-pyrrole-3-carbaldehyde